FC=1C=C(C=C(C1NC(=O)C1=C(CCC1)C(=O)O)[2H])C=1C(=C(C(=CC1[2H])[2H])O)[2H] 2-((3-Fluoro-3'-hydroxy-[1,1'-biphenyl]-4-yl-2',4',5,6'-d4)carbamoyl)cyclopent-1-ene-1-carboxylic acid